OC1=C(C(=O)OC)C(=CC(=C1C)O)C methyl 2,4-dihydroxy-3,6-dimethyl-benzoate